(6aS,8R)-4-((5-((3S,4S)-4-amino-3-methyl-2-oxa-8-azaspiro[4.5]decan-8-yl)-6-(hydroxymethyl)pyrazin-2-yl)thio)-6a,7,8,9-tetrahydro-6H-pyrido[3,2-b]pyrrolo[1,2-d][1,4]oxazin-8-ol N[C@@H]1[C@@H](OCC12CCN(CC2)C=2N=CC(=NC2CO)SC2=CC=NC1=C2OC[C@H]2N1C[C@@H](C2)O)C